(1R)-1-[3-{3-[(R)-cyclohexyl(4-methyl-4H-1,2,4-triazol-3-yl)methyl]phenyl}-5-(trifluoromethyl)-1H-pyrazolo[3,4-c]pyridin-7-yl]ethan-1-amine C1(CCCCC1)[C@H](C=1C=C(C=CC1)C1=NNC2=C(N=C(C=C21)C(F)(F)F)[C@@H](C)N)C2=NN=CN2C